FC1(CCN(CC1)C(=O)C1=CC=2C3C(CN(C2N=C1)C=1C=CC(=NC1)C(=O)NC)C3)F 5-(6-(4,4-difluoropiperidine-1-carbonyl)-1,1a,2,7b-tetrahydro-3H-cyclopropa[c][1,8]naphthyridin-3-yl)-N-methylpyridineamide